3-[(4S)-7,8-dichloro-1,4-dimethyl-4H-[1,2,4]triazolo[4,3-a][1,4]benzodiazepine-6-Yl]-4-fluorophenol ClC1=C(C=CC2=C1C(=N[C@H](C=1N2C(=NN1)C)C)C=1C=C(C=CC1F)O)Cl